C(C)C1=NC=2N(C=C1C)C(=C(N2)C2=NC(=NN2)C(F)(F)F)C2=CN=CN2 5-[7-ethyl-3-(1H-imidazol-5-yl)-6-methylimidazo[1,2-a]pyrimidin-2-yl]-3-(trifluoromethyl)-1H-1,2,4-triazole